(benzyloxy)-2-((benzyloxy)methyl)tetrahydrofuran-2-carbonitrile C(C1=CC=CC=C1)OC1C(OCC1)(C#N)COCC1=CC=CC=C1